OC1=CC=C(C=C1)N 1-Hydroxy-4-amino-benzene